CC(C)(C=1C=C(C=CC1Br)N1C(C(C(C1([2H])[2H])([2H])[2H])([2H])[2H])([2H])[2H])C=1C=C(C=CC1Br)N1C(C(C(C1([2H])[2H])([2H])[2H])([2H])[2H])([2H])[2H] 1,1'-(propane-2,2-diylbis(4-bromo-3,1-phenylene))bis(pyrrolidine-2,2,3,3,4,4,5,5-d8)